N-[7-(2-chloro-5-fluorophenyl)-2,9-dioxo-1,7,8,9-tetrahydropyrrolo[4,3-h]quinolin-6-yl]-5-fluoro-3-(trifluoromethyl)benzamide ClC1=C(C=C(C=C1)F)C1NC(C=2C1=C(C=C1C=CC(NC21)=O)NC(C2=CC(=CC(=C2)F)C(F)(F)F)=O)=O